C[C@H]1N(CC=2C=C(C=NC2C1)[N+](=O)[O-])C(=O)OC(C)(C)C tert-butyl (7R)-7-methyl-3-nitro-7,8-dihydro-5H-1,6-naphthyridine-6-carboxylate